Cl.Cl.Cl.C1N(CCC2=CN=CC=C12)C[C@@H](C)N (R)-1-(3,4-dihydro-2,6-naphthyridin-2(1H)-yl)propan-2-amine trihydrochloride